ethyl 4-dec-9-enoxy-3-oxo-butyrate C(CCCCCCCC=C)OCC(CC(=O)OCC)=O